6-[(2S)-2-[(4-methoxyphenyl)methyl]azepan-1-yl]-4-morpholino-1H-pyridin-2-one COC1=CC=C(C=C1)C[C@H]1N(CCCCC1)C1=CC(=CC(N1)=O)N1CCOCC1